C(C)(C)(C)OC(=O)N1CC2=C(CC1)N(C(=N2)C(NC=2C(=C(C=CC2)C2=C(C(=CC=C2)N)Cl)C#N)=O)C 2-((3'-amino-2'-chloro-2-cyano-[1,1'-biphenyl]-3-yl)carbamoyl)-1-methyl-1,4,6,7-tetrahydro-5H-imidazo[4,5-c]pyridine-5-carboxylic acid tert-butyl ester